tert-butyl (4-(2-butyl-7-methyl-1H-imidazo[4,5-d]thieno[3,2-b]pyridin-1-yl)butyl)carbamate C(CCC)C1=NC=2C(=C3C(=NC2)C=C(S3)C)N1CCCCNC(OC(C)(C)C)=O